spiro[benzo[b][1,4]oxazin-2,1'-cyclopropane]-4(3H)-carboxylate C12(CC1)CN(C1=C(O2)C=CC=C1)C(=O)[O-]